(S)-4-(cyclopropyl(4-(5,6,7,8-tetrahydro-1,8-naphthyridin-2-yl)butyl)amino)-2-(quinazolin-4-ylamino)butanoic acid C1(CC1)N(CC[C@@H](C(=O)O)NC1=NC=NC2=CC=CC=C12)CCCCC1=NC=2NCCCC2C=C1